CC=1C=C(C=C(C1)O)O 5-methyl-benzene-1,3-diol